3-((3-(3,5-di-tert-butyl-4-hydroxyphenyl)propionyl)oxy)-2-methylpropanoyl chloride C(C)(C)(C)C=1C=C(C=C(C1O)C(C)(C)C)CCC(=O)OCC(C(=O)Cl)C